N-methyl-D-lysine CN[C@H](CCCCN)C(=O)O